BrC=1C=CC(=NC1C)C(=NO)N 5-bromo-N'-hydroxy-6-methylpyridineformamidine